FC(C=1N=C(OC1C=O)C1(CC1)C)F (4-(difluoromethyl)-2-(1-methylcyclopropyl)oxazol-5-yl)methanone